BrC1=C(C=CC(=C1)C(=O)OC)C(=O)OC 1,4-dimethyl 2-bromobenzene-1,4-dicarboxylate